C(CC1=CC=C(C=C1)NC(=O)[C@@H]1C(C[C@@H]2SCC[C@@H](C(N21)=O)NC([C@H](C)NC)=O)(C)C)C2=CC=C(C=C2)NC(=O)[C@@H]2C(C[C@@H]1SCC[C@@H](C(N12)=O)NC([C@H](C)NC)=O)(C)C (S,4S,4'S,7S,7'S,9aS,9a'S)-N,N'-(ethane-1,2-diylbis(4,1-phenylene))bis(8,8-dimethyl-4-((S)-2-(methylamino)propanamido)-5-oxooctahydropyrrolo[2,1-b][1,3]thiazepine-7-carboxamide)